OC[C@@H](CC(C)C)NC1=NC(=NC(=N1)CC(C)C1=CC(=NC=C1)C)NS(=O)(=O)C N-(4-(((R)-1-Hydroxy-4-methylpentan-2-yl)amino)-6-(2-(2-methylpyridin-4-yl)propyl)-1,3,5-triazin-2-yl)methanesulfonamide